CN1C=NC=2N=CN(C(C12)=O)CC=1N=NNN1 7-Methyl-1-[(2H-1,2,3,4-tetrazol-5-yl)methyl]-6,7-dihydro-1H-purin-6-one